CN(C)CC1=C(C=CC(=N1)NC=1C=CC(=C2CNC(C12)=O)C1=CN=C2N1C=CC(=C2)F)O[C@@H]2COCC2 7-[[6-[(dimethyl-amino)methyl]-5-[(3S)-tetrahydrofuran-3-yl]oxy-2-pyridyl]amino]-4-(7-fluoro-imidazo[1,2-a]pyridin-3-yl)isoindolin-1-one